ethyl 3-nitro-4-aminophenylacetate [N+](=O)([O-])C=1C=C(C=CC1N)CC(=O)OCC